C(N)(=O)C=1C(=CC2=C(OC[C@@H](N2C(=O)OC(C)(C)C)C)N1)CC1=C(C=C(C=C1)F)F tert-butyl (S)-6-carbamoyl-7-(2,4-difluorobenzyl)-2-methyl-2,3-dihydro-1H-pyrido[2,3-b][1,4]oxazine-1-carboxylate